ClC1=CC=C(C=C1)[C@H]([C@H]1O[C@H]([C@@H]([C@@H]1O)O)N1C=2NC=NC(C2N=C1)=NNC)O (2R,3S,4R,5R)-2-((R)-(4-chlorophenyl)(hydroxy)methyl)-5-(6-(2-methylhydrazineylidene)-3,6-dihydro-9H-purin-9-yl)tetrahydrofuran-3,4-diol